CCCCCS(=O)(=O)O 5-pentanesulfonic acid